2-(4-cyclopropyl-6-methoxypyrimidin-5-yl)-6-(1-isopropyl-1H-pyrazol-3-yl)-7-(phenylsulfonyl)-7H-pyrrolo[2,3-d]pyrimidine C1(CC1)C1=NC=NC(=C1C=1N=CC2=C(N1)N(C(=C2)C2=NN(C=C2)C(C)C)S(=O)(=O)C2=CC=CC=C2)OC